COC1=CC(CC(C1)C(=O)N1CCOCC1)=O 3-methoxy-5-(morpholine-4-carbonyl)cyclohex-2-en-1-one